1-(6Z,9Z,12Z,15Z-octadecatetraenoyl)-2-(9Z-octadecenoyl)-glycero-3-phosphoserine C(C=CC=C\C=C/C=C\CCCCCCCCC)(=O)OCC(OC(C=CCCCCCCCCCCCCCCC)=O)COP(=O)(O)OC[C@H](N)C(=O)O